FC=1C=C(CC=2C=C3C(=NNC3=CC2)NC(C2=C(C=C(C=C2)N2CCN(CC2)CCCCC2=CC=C3C(=NN(C3=C2)C)C2C(NC(CC2)=O)=O)NC2CCOCC2)=O)C=C(C1)F N-(5-(3,5-difluorobenzyl)-1H-indazol-3-yl)-4-(4-(4-(3-(2,6-dioxopiperidin-3-yl)-1-methyl-1H-indazol-6-yl)butyl)piperazin-1-yl)-2-((tetrahydro-2H-pyran-4-yl)amino)benzamide